t-butyl 2H,4H,6H-pyrrolo[3,4-c]pyrazole-5-carboxylate N=1NC=C2C1CN(C2)C(=O)OC(C)(C)C